2,4,6-octatriyn-1-ol C(C#CC#CC#CC)O